OCC(COC(C(CO)(C)C)=O)(C)C 3-Hydroxy-2,2-dimethylpropyl-3-hydroxy-2,2-dimethylpropionat